C(C)N1C(=NC2=C1C=CC(=C2)C(=O)NCCOC)NC=2OC1=C(N2)C=CC(=C1)OC(F)(F)F 1-ethyl-N-(2-methoxyethyl)-2-((6-(trifluoromethoxy)benzo[d]oxazol-2-yl)amino)-1H-benzo[d]imidazole-5-carboxamide